1-(3,5-dichlorophenyl)-3-(2-hydrazinocarbonylphenyl)-urea ClC=1C=C(C=C(C1)Cl)NC(=O)NC1=C(C=CC=C1)C(=O)NN